O\C(=C/C(=O)C1=CC2=CC=CC=C2C=C1)\C1=CC=C(C=C1)C=C (Z)-3-hydroxy-1-(naphthalen-2-yl)-3-(4-vinylphenyl)prop-2-en-1-one